BrC1=C(C=O)C(=C(C(=C1C(F)(F)F)C)F)F 2-Bromo-5,6-difluoro-4-methyl-3-(trifluoromethyl)benzaldehyde